P(O)(N)OC(CC)O propane-diol phosphoramidite